tert-Butyl 2-(3-(benzyloxy)cyclobutylidene)hydrazinecarboxylate C(C1=CC=CC=C1)OC1CC(C1)=NNC(=O)OC(C)(C)C